FC1(CCN(CC1)CC1=C(C(=NC=C1)C=1C=C2CN(C(C2=CC1)=O)C1C(NC(CC1)=O)=O)F)F 3-(5-(4-((4,4-difluoropiperidin-1-yl)methyl)-3-fluoropyridin-2-yl)-1-oxoisoindolin-2-yl)piperidine-2,6-dione